(R)-3-(5-(3-(4-aminopyrido[3,2-d]pyrimidin-6-yl-2-d)phenyl)isoxazol-3-yl)-3-hydroxy-1-methylpyrrolidin-2-one NC=1C2=C(N=C(N1)[2H])C=CC(=N2)C=2C=C(C=CC2)C2=CC(=NO2)[C@]2(C(N(CC2)C)=O)O